FC(C)(F)C1=NC(=CC(=N1)NC1=CC(=NC=C1C=1N=NC(=CC1)OC)NC(C([2H])([2H])[2H])=O)C N-(4-((2-(1,1-difluoroethyl)-6-methylpyrimidin-4-yl)amino)-5-(6-methoxypyridazin-3-yl)pyridin-2-yl)acetamide-2,2,2-d3